OC(C(C(=O)OCC(=O)OC(C)(C)C)=C)C(=O)OC1CCCCCCC1 1-(2-(tert-butoxy)-2-oxoethyl) 4-cyclooctyl 3-hydroxy-2-methylenesuccinate